N1=C(C=CC=C1)CCN1[C@H](CCC1)C(=O)OC methyl (2-(pyridin-2-yl)ethyl)-D-prolinate